ClC=1C=C(C=2N(N1)C(=CN2)C=2C(=NOC2C)C)NCC2=NC1=C(N2)C=C(C(=C1)Cl)Cl 6-chloro-N-((5,6-dichloro-1H-benzo[d]imidazol-2-yl)methyl)-3-(3,5-dimethylisoxazol-4-yl)imidazo[1,2-b]pyridazin-8-amine